FC1=CC=CC=2N(C(=NC21)C=2C(=NON2)N)CC=2N=NC=CC2 4-(4-fluoro-1-(pyridazin-3-ylmethyl)-benzimidazol-2-yl)-1,2,5-oxadiazol-3-amine